N[C@@H](CC(=O)O)C(=O)O.N1=CC=CC2=CC=CC=C12 quinoline-aspartic acid